3-(4-bromo-5-methoxy-3-methyl-2-oxo-benzimidazol-1-yl)piperidine-2,6-dione BrC1=C(C=CC=2N(C(N(C21)C)=O)C2C(NC(CC2)=O)=O)OC